N-(3-(2-(cyclopropanecarboxamido)pyridin-4-yl)-1H-indol-7-yl)thiazole C1(CC1)C(=O)NC1=NC=CC(=C1)C1=CNC2=C(C=CC=C12)N1CSC=C1